NC1(CCN(CC1)C1=CC=C2C(N(C(NC2=C1)=O)C1=C(C(=CC=C1)Cl)Cl)=O)C 7-(4-amino-4-methylpiperidin-1-yl)-3-(2,3-dichlorophenyl)quinazoline-2,4(1H,3H)-dione